C(C)OC(=O)C=1C(NC(NC1)=O)=O ethyl-2,4-dioxo-1,2,3,4-tetrahydropyrimidine-5-carboxylate